OC1CCN(CC1)CCC=1SC(=C(N1)C(F)(F)F)C(=O)NC(C)C1=CC(=CC=C1)OC(F)(F)F 2-[2-(4-hydroxy-1-piperidinyl)ethyl]-N-[1-[3-(trifluoromethoxy)phenyl]ethyl]-4-(trifluoromethyl)-5-thiazolecarboxamide